FC1=CC=C(C=C1)N1C=C(C2=C1C=C1C=NNC1=C2)C2=CC=C(C(=O)O)C=C2 4-[5-(4-fluorophenyl)-1H-pyrrolo[2,3-f]indazol-7-yl]benzoic acid